acryloyloxymethylethyldimethoxysilane C(C=C)(=O)OC[Si](OC)(OC)CC